5-methyl-5-(4',8',12'-trimethyltridecyl)-1-oxa-2,2-diethoxy-2-silacyclopentane CC1(CC[Si](O1)(OCC)OCC)CCCC(CCCC(CCCC(C)C)C)C